3,3,4-trimethylpiperazine-1-carboxylate CC1(CN(CCN1C)C(=O)[O-])C